ClC1=CC=C(OCC(=O)N2CCN(CC2)CC2=NC3=CC=CC=C3C(N2C2=C(C=CC(=C2)C(CN2CC=3N(CC2)C=NC3)=O)OC(C)C)=O)C=C1 2-((4-(2-(4-chlorophenoxy)acetyl)piperazin-1-yl)methyl)-3-(5-(2-(5,6-dihydroimidazo[1,5-a]pyrazin-7(8H)-yl)acetyl)-2-isopropoxyphenyl)quinazolin-4(3H)-one